Dimethylsilyl-(3-(2-ethyl-hexyl)-indenyl)(3-methyl-indenyl)zirconium dichloride [Cl-].[Cl-].C[SiH](C)[Zr+2](C1C=C(C2=CC=CC=C12)C)C1C=C(C2=CC=CC=C12)CC(CCCC)CC